lithium difluoro (malonate) borate salt B([O-])([O-])[O-].C(CC(=O)OF)(=O)OF.[Li+].[Li+].[Li+]